5-fluoro-2-methoxy-3-(5-methylpyrazin-2-yl)aniline FC=1C=C(C(=C(N)C1)OC)C1=NC=C(N=C1)C